1-(4Z,7Z,10Z,13Z,16Z,19Z-docosahexaenoyl)-2-(11Z-eicosenoyl)-glycero-3-phospho-(1'-sn-glycerol) CCCCCCCC/C=C\CCCCCCCCCC(=O)O[C@H](COC(=O)CC/C=C\C/C=C\C/C=C\C/C=C\C/C=C\C/C=C\CC)COP(=O)(O)OC[C@H](CO)O